N-trimethylsilyl-(4,5-dihydroimidazol-5-yl)propyl-(methyl)-dimethoxysilane C[Si](N1C=NCC1CCC[Si](OC)(OC)C)(C)C